5-chloro-N-((1r,4r)-4-((3-(3-methyl-1H-pyrrolo[2,3-b]pyridin-5-yl)-2-oxo-2,3-dihydro-1H-benzo[d]imidazol-1-yl)methyl)cyclohexyl)-2-(trifluoromethyl)nicotinamide ClC=1C=NC(=C(C(=O)NC2CCC(CC2)CN2C(N(C3=C2C=CC=C3)C=3C=C2C(=NC3)NC=C2C)=O)C1)C(F)(F)F